3,5-dichloro-2-bromopyridine ClC=1C(=NC=C(C1)Cl)Br